3-(((1R,3r,5S)-bicyclo[3.1.0]hexan-3-yl)oxy)-2-fluoro-4-((N-isopropyl-N-methylsulfamoyl)carbamoyl)benzoic acid [C@H]12CC(C[C@@H]2C1)OC=1C(=C(C(=O)O)C=CC1C(NS(N(C)C(C)C)(=O)=O)=O)F